C(C=C)(=O)N1C[C@H](CC1)C1=CN(C=2C(=NNC(C21)=O)N)C2=CC=C(C=C2)OC2=CC(=CC=C2)F (R)-3-(1-Acryloylpyrrolidin-3-yl)-7-amino-1-(4-(3-fluorophenoxy)phenyl)-1,5-dihydro-4H-pyrrolo[2,3-d]pyridazin-4-on